C(=O)(OCC1=CC=CC=C1)N1C[C@@H]([C@@H](C1)CC)C(=O)O (3R,4S)-1-carbobenzoxy-4-ethylpyrrolidine-3-carboxylic acid